C(C)OC(=O)C=1N=CC=2NC3=CC=CC=C3C2C1 3-ethoxycarbonyl-β-carboline